11-(2-(6-(2-(3-oxa-8-azabicyclo-[3.2.1]octan-8-yl)thiazol-4-yl)-2,3-difluorophenoxy)acetamido)-N-(4-(2,6-dioxopiperidin-3-yl)phenyl)-undecanamide C12COCC(CC1)N2C=2SC=C(N2)C2=CC=C(C(=C2OCC(=O)NCCCCCCCCCCC(=O)NC2=CC=C(C=C2)C2C(NC(CC2)=O)=O)F)F